tert-Butyl (S)-{1-[2-(benzo[d]isoxazol-3-yl)phenyl]-2-[6-(pyrrolidin-1-yl)pyridine-2-yl]ethyl}carbamate O1N=C(C2=C1C=CC=C2)C2=C(C=CC=C2)[C@H](CC2=NC(=CC=C2)N2CCCC2)NC(OC(C)(C)C)=O